N-(bicyclo[1.1.1]pentan-1-yl)-6-(4-cyanophenyl)-1-(2-morpholinoethyl)-2-oxo-1,2-dihydro-1,8-naphthyridine-3-carboxamide C12(CC(C1)C2)NC(=O)C=2C(N(C1=NC=C(C=C1C2)C2=CC=C(C=C2)C#N)CCN2CCOCC2)=O